CC(C)C1=[C-]CC=C1.CC(C)C1=[C-]CC=C1.[WH2] bis(isopropylcyclopentadienyl)tungsten dihydride